CN1CC[C@]23[C@@H]4[C@H]1CC5=C2C(=C(C=C5)O)O[C@H]3C(=O)CC4 The molecule is a morphinane alkaloid that is a hydrogenated ketone derivative of morphine. A semi-synthetic drug, it is a centrally acting pain medication of the opioid class. It has a role as an opioid analgesic and a mu-opioid receptor agonist. It is a morphinane alkaloid and an organic heteropentacyclic compound. It derives from a hydride of a morphinan.